C(C)(C)(C)OC(=O)N1[C@@H](CC(C1)=C)CO (S)-2-(hydroxymethyl)-4-methylenepyrrolidine-1-carboxylic acid tert-butyl ester